(rac)-1-(3-(2,3-dichloro-6-fluorophenyl)-3-(pyrazolo[1,5-a]pyridin-6-ylamino)pyrrolidin-1-yl)prop-2-en-1-one ClC1=C(C(=CC=C1Cl)F)[C@]1(CN(CC1)C(C=C)=O)NC=1C=CC=2N(C1)N=CC2 |r|